4-(((3s,4r)-1-((4-cyano-2-fluorophenyl)sulfonyl)-4-hydroxy-4-(hydroxymethyl)pyrrolidin-3-yl)oxy)-2-fluorobenzonitrile C(#N)C1=CC(=C(C=C1)S(=O)(=O)N1C[C@@H]([C@@](C1)(CO)O)OC1=CC(=C(C#N)C=C1)F)F